BrCCCCO[C@@H]1C[C@H](CC1)N(C(OC(C)(C)C)=O)C tert-butyl ((1S,3S)-3-(4-bromobutoxy)cyclopentyl)(methyl)carbamate